CN(C(=O)C=1N=C2N(C(=NC(=C2)N/N=C/C=2C=C(C=CC2)C)N2CCOCC2)C1)C N,N-dimethyl-5-morpholino-7-[(2E)-2-(m-tolylmethylene)hydrazino]imidazo[1,2-c]pyrimidine-2-carboxamide